FC=1C=C(CNC(=O)C2=CC=C(S2)C2=C(C(=NC(=C2C(=O)N)CC(C)C)CC2=CC=C(C=C2)F)C=2OC(=NN2)C)C=CC1F 4-(5-((3,4-difluorobenzyl)carbamoyl)thiophen-2-yl)-6-(4-fluorobenzyl)-2-isobutyl-5-(5-methyl-1,3,4-oxadiazol-2-yl)nicotinamide